COC1=C(C(=O)C2=CC=C(OCC(=O)NC=3C=NC=CC3)C=C2)C=CC=C1 2-(4-(2-methoxybenzoyl)phenoxy)-N-(pyridin-3-yl)acetamide